tert-butyl 5-[[1-(4-nitrophenyl)-4-piperidylidene] methyl]-3,4-dihydro-1H-isoquinoline-2-carboxylate [N+](=O)([O-])C1=CC=C(C=C1)N1CCC(CC1)=CC1=C2CCN(CC2=CC=C1)C(=O)OC(C)(C)C